4-hydroxybenzene-1,3-disulfonic acid OC1=C(C=C(C=C1)S(=O)(=O)O)S(=O)(=O)O